(S)-5-((((2'-(2-chloro-3-((3-fluoro-4-((3-(methoxymethyl)azetidin-1-yl)methyl)pyridin-2-yl)amino)phenyl)-6-methoxy-3'-methyl-[2,4'-bipyridin]-5-yl)methyl)amino)methyl)pyrrolidin-2-one ClC1=C(C=CC=C1NC1=NC=CC(=C1F)CN1CC(C1)COC)C1=NC=CC(=C1C)C1=NC(=C(C=C1)CNC[C@@H]1CCC(N1)=O)OC